methyl 2-(4-(aminomethyl)-6-(1H-imidazol-1-yl)pyridazine-3-carboxamido)-4,5-difluorobenzoate NCC1=C(N=NC(=C1)N1C=NC=C1)C(=O)NC1=C(C(=O)OC)C=C(C(=C1)F)F